N-(3-(2-(3-oxa-8-azabicyclo[3.2.1]octan-8-yl)-5-(2-(methylthio)pyrimidin-4-yl)thiazol-4-yl)-2-fluorophenyl)acetamide C12COCC(CC1)N2C=2SC(=C(N2)C=2C(=C(C=CC2)NC(C)=O)F)C2=NC(=NC=C2)SC